(6-(benzo[c][1,2,5]oxadiazol-5-yl(cyclopropyl)amino)pyridin-3-yl)(4,4-difluoropiperidin-1-yl)methanone N=1ON=C2C1C=CC(=C2)N(C2=CC=C(C=N2)C(=O)N2CCC(CC2)(F)F)C2CC2